ClC1=CC=C2C(=N1)C(=C(N2)C)SC 5-chloro-2-methyl-3-(methylthio)-1H-pyrrolo[3,2-b]Pyridine